FC=1C=C(C=CC1)C(C)C=1N=C(SC1)N (1-(3-fluorophenyl)ethyl)thiazol-2-amine